NC1=NC=CC=C1C1=NC=2C(=NC(=CC2)C2=CC=CC=C2)N1C1=CC=C(C=N1)C(=O)NCCC1=CC(=C(C=C1)C=O)O 6-[2-(2-aminopyridin-3-yl)-5-phenylimidazo[4,5-b]pyridin-3-yl]-N-[2-(4-formyl-3-hydroxyphenyl)ethyl]pyridine-3-carboxamide